((5S,7S)-7-fluoro-5-phenyl-6,7-dihydro-5H-pyrrolo[1,2-b][1,2,4]triazol-2-yl)((1S,2S)-2-fluorocyclopropyl)methanone F[C@H]1C[C@H](N2N=C(N=C21)C(=O)[C@H]2[C@H](C2)F)C2=CC=CC=C2